CC1=C(C=CC(=C1)C)N1N=NC(=C1)C(=O)NCC=1SC(=NN1)C1=CC=NC=C1 1-(2,4-dimethylphenyl)-N-((5-(pyridin-4-yl)-1,3,4-thiadiazol-2-yl)methyl)-1H-1,2,3-triazole-4-carboxamide